6,6'-{(2,9-dimethyl-1,10-phenanthroline-4,7-diyl)bis[(4,1-phenylene)oxy]}bis(N,N-dimethylhexane-1-amine) CC1=NC2=C3N=C(C=C(C3=CC=C2C(=C1)C1=CC=C(C=C1)OCCCCCCN(C)C)C1=CC=C(C=C1)OCCCCCCN(C)C)C